6-{[5-(2-hydroxypropan-2-yl)pyridin-2-yl]amino}-4-{[3-methoxy-4-(2-methyl-2H-1,2,3-triazol-4-yl)pyridin-2-yl]amino}-N-(2H3)methylpyridazine-3-carboxamide OC(C)(C)C=1C=CC(=NC1)NC1=CC(=C(N=N1)C(=O)NC([2H])([2H])[2H])NC1=NC=CC(=C1OC)C1=NN(N=C1)C